The molecule is a 3-sn-phosphatidyl-L-serine in which the phosphatidyl acyl groups at positions 1 and 2 are specified as oleoyl and palmitoleoyl respectively. It derives from an oleic acid and a palmitoleic acid. It is a conjugate acid of a 1-oleoyl-2-palmitoleoyl-sn-glycero-3-phospho-L-serine(1-). CCCCCCCC/C=C\\CCCCCCCC(=O)OC[C@H](COP(=O)(O)OC[C@@H](C(=O)O)N)OC(=O)CCCCCCC/C=C\\CCCCCC